N-behenyl-methacrylamide Sodium 3-mercapto-1-propanesulfonate SCCCS(=O)(=O)[O-].[Na+].C(CCCCCCCCCCCCCCCCCCCCC)NC(C(=C)C)=O